C1=NC=CN=CC2=C1C=CC=C2 [2,5]benzodiazocin